1,1,3,3-TETRAMETHYLBUTYL ISOCYANIDE CC(CC(C)(C)C)(C)[N+]#[C-]